S1(CCC(CC1)=O)(=O)=O tetrahydro-thiopyran-4-one-1,1-dioxide